BrC1=CC2=C(N(C(=N2)C)C)C=C1 5-bromo-1,2-dimethyl-1,3-benzodiazole